C(CCCCCCCCCCCCCCCCCCCCC)OC(CCCCC)=O caproic acid behenyl ester